C1=CC=CC=2OCC(C=3N(C21)C=CC3)NC(=O)C3=NNC(=N3)CC3=CC=C(C=C3)F N-(6,7-dihydrobenzo[b]pyrrolo[1,2-d][1,4]oxaazepin-7-yl)-5-(4-fluorobenzyl)-1H-1,2,4-triazole-3-carboxamide